N-(1-cyanocyclopropyl)-4-(3,6-dihydro-2H-pyran-4-yl)-9H-pyrimido[4,5-b]Indole-7-sulfonamide C(#N)C1(CC1)NS(=O)(=O)C1=CC=C2C3=C(NC2=C1)N=CN=C3C=3CCOCC3